ClC1=CC(=C(C2=CC=CC=C12)N1C(C=CC1=O)=O)CC 1-(4-chloro-2-ethylnaphthalene-1-yl)-1H-pyrrole-2,5-dione